5-(1H-imidazol-1-yl)-1H-pyrazolo[4,3-d]pyrimidine-7-carboxylic acid ethyl ester C(C)OC(=O)C=1C2=C(N=C(N1)N1C=NC=C1)C=NN2